4-(4-(5-(3-((tert-butoxycarbonyl) amino) prop-1-yn-1-yl)pyridine-2-yl)piperazin-1-yl)butanoate C(C)(C)(C)OC(=O)NCC#CC=1C=CC(=NC1)N1CCN(CC1)CCCC(=O)[O-]